BrCC=1C=CC=2C=3C(C(NC2C1)=O)=NN(C3)C(C(=O)OCC)C(C)C ethyl 2-(7-(bromomethyl)-4-oxo-4,5-dihydro-2H-pyrazolo[3,4-c]quinolin-2-yl)-3-methylbutanoate